1-phenethyl-1,2,3,6-tetrahydropyridin-3-ol C(CC1=CC=CC=C1)N1CC(C=CC1)O